OC=1C=C(C=CC1O)[C@@H]1OC=2C=C(C=C(C2C[C@H]1O)O)O (2S,3R)-2-(3,4-Dihydroxyphenyl)-3,4-dihydro-2H-chromen-3,5,7-triol